(R)-N-(8-(methylamino)-5-(6-morpholino-[1,2,4]triazolo[1,5-a]pyridin-2-yl)-2,7-naphthyridin-3-yl)spiro[2.2]pentane-1-carboxamide formate C(=O)O.CNC=1N=CC(=C2C=C(N=CC12)NC(=O)[C@@H]1CC12CC2)C2=NN1C(C=CC(=C1)N1CCOCC1)=N2